ethyl 3-phenyl-4-(trifluoromethyl)-1H-pyrazole-5-carboxylate C1(=CC=CC=C1)C1=NNC(=C1C(F)(F)F)C(=O)OCC